(Z)-3-amino-2-(azetidine-1-carbonyl)-3-(3,4-dimethoxy-5-nitrophenyl)acrylonitrile N\C(=C(\C#N)/C(=O)N1CCC1)\C1=CC(=C(C(=C1)[N+](=O)[O-])OC)OC